C1(CC1)S(=O)(=O)NC=1SC=C(N1)C(C(=O)NC1=CC=C(C=C1)C1=NC(=CN=C1)C)(C)C 2-(2-(cyclopropanesulfonylamino)thiazol-4-yl)-2-methyl-N-(4-(6-methylpyrazin-2-yl)phenyl)propanamide